C1(CCCCCCCCCCC1)C1=CC(=C(C=C1)O)C1=C(C=CC=C1)C1=C(C=CC=C1)O 4'-cyclododecylphenylenebisphenol